C(CC)N[C@@H]1CC2=C(N=C(S2)N)CC1 (S)-6-propylamino-4,5,6,7-tetrahydro-1,3-benzothiazol-2-amine